N-(3-(pyridin-2-yl)propyl)piperidin-4-amine N1=C(C=CC=C1)CCCNC1CCNCC1